chloro-5-iodo-7H-pyrrolo[2,3-D]pyrimidine ClC=1N=CC2=C(N1)NC=C2I